C1(=CC=CC2=CC=CC=C12)NC1=CC=CC(=N1)S(=O)(=O)NC(=O)C=1C(=NC=CC1)N1C(CC(C1)C)(C)C N-[[6-(1-Naphthylamino)-2-pyridyl]sulfonyl]-2-(2,2,4-trimethylpyrrolidin-1-yl)pyridin-3-carboxamid